tert-butyl 7-(1-(4-fluoro-2-(isopropyl(methyl) carbamoyl)phenyl)-1H-pyrrolo[2,3-c]pyridin-3-yl)-2-azaspiro[3.5]nonane-2-carboxylate FC1=CC(=C(C=C1)N1C=C(C=2C1=CN=CC2)C2CCC1(CN(C1)C(=O)OC(C)(C)C)CC2)C(N(C)C(C)C)=O